CNC=1C2=C(C=3N(N1)C(=NN3)C)C=NC=C2 N,3-dimethylpyrido[3,4-d][1,2,4]triazolo[4,3-b]pyridazin-6-amine